7-(2-(Dimethylamino)ethyl)quinolin-2(1H)-one CN(CCC1=CC=C2C=CC(NC2=C1)=O)C